1-(4-bromo-5-chloro-2-nitrophenyl)-2-ethylpyrrolidine BrC1=CC(=C(C=C1Cl)N1C(CCC1)CC)[N+](=O)[O-]